4-methoxyphenylsulfonat COC1=CC=C(C=C1)S(=O)(=O)[O-]